(5S)-2-[(E)-2-(4-fluorophenyl)vinyl]-3-oxo-2,3,5,6,7,8-hexahydro[1,2,4]triazolo[4,3-a]pyridine-5-carboxylic acid FC1=CC=C(C=C1)/C=C/N1N=C2N([C@@H](CCC2)C(=O)O)C1=O